NC1=NC=CC2=C(C=CC=C12)C1=CC=C2CCC(C2=C1)OC1=C(C=CC=C1)CC(=O)O 2-(2-((6-(1-aminoisoquinolin-5-yl)-2,3-dihydro-1H-inden-1-yl)oxy)phenyl)acetic acid